1-ethynyl-4-methylbenzene-d1 C(#C)C1=C(C=C(C=C1)C)[2H]